C(C)(C)(C)OC(=O)NC1CCC(CC1)OC1=CC=C(C(=O)OC)C=C1 methyl 4-(((1r,4r)-4-((tert-butoxycarbonyl)amino) cyclohexyl)oxy)benzoate